C(C=C)(=O)N1C[C@@H](CC1)N1C(N(C=2C=NC=CC21)C2=CC(=C(C=C2)OC2=CC(=CC=C2)F)F)=O (R)-1-(1-acryloylpyrrolidin-3-yl)-3-(3-fluoro-4-(3-fluorophenoxy)phenyl)-1H-imidazo[4,5-c]pyridin-2(3H)-one